ClC=1C=C2C3=C(N(C2=C(C1)C=1C=NC(=CC1)Cl)CC)C(=NC=C3)C 6-Chloro-8-(6-chloro-pyridin-3-yl)-9-ethyl-1-methyl-9H-pyrido[3,4-b]indole